BrC=1C=C(C(=O)OC(C)(C)C)C=C(C1)I tert-Butyl 3-bromo-5-iodobenzoate